FC(C(C(F)(F)F)(OC)[C@]1(CN(CC1)C(C)(C)C=1C=NC(=CC1)C)CCC1=CC=C(C#N)C=C1)(F)F |o1:9| (R or S)-4-(2-(3-(1,1,1,3,3,3-hexafluoro-2-methoxypropan-2-yl)-1-(2-(6-methylpyridin-3-yl)propan-2-yl)pyrrolidin-3-yl)ethyl)-benzonitrile